2-(1H-imidazol-1-yl)-N-((1R,4r)-4-((S)-3,3,3-trifluoro-2-hydroxy-2-methylpropanamido)cyclohexyl)-5H-pyrrolo[3,2-d]pyrimidine-4-carboxamide N1(C=NC=C1)C=1N=C(C2=C(N1)C=CN2)C(=O)NC2CCC(CC2)NC([C@](C(F)(F)F)(C)O)=O